C(C1=CC=CC=C1)OCC(C)(C)C=1C=CC(=C(C1)S(=O)N)OC 5-(1-(Benzyloxy)-2-methylpropan-2-yl)-2-methoxybenzenesulfinamide